CC1(CC1)N1C=C(C=CC1=O)C(=O)[O-] 1-(1-methylcyclopropyl)-6-oxo-1,6-dihydropyridine-3-carboxylate